ClC1=C(C=CC(=C1)Cl)C[C@H](C[C@H]([C@@H](C(C)(C)C)O)N1N=CNC1=S)C 2-[(2R,4R,5R)-1-(2,4-dichlorophenyl)-5-hydroxy-2,6,6-trimethylheptan-4-yl]-2,4-dihydro-3H-1,2,4-triazol-3-thion